BrC=1C(=CC2=C(OCO2)C1)[C@@H]1NC=2C=CC(=CC2[C@H]2[C@@H]1CCC2=O)C(C)C |o1:10,18,19| rel-(3aS,4R,9bR)-4-(6-bromobenzo[d][1,3]dioxol-5-yl)-8-isopropyl-3a,4,5,9b-tetrahydro-3H-cyclopenta[c]quinolone